7-(5-fluoro-2-methyl-4-(1H-1,2,4-triazol-3-yl)phenyl)-1-((trans-4-hydroxycyclohexyl)methyl)-3,4-dihydropyrazino[2,3-b]pyrazin-2(1H)-one FC=1C(=CC(=C(C1)C1=CN=C2C(=N1)N(C(CN2)=O)C[C@@H]2CC[C@H](CC2)O)C)C2=NNC=N2